tertbutyl (2R,6S)-2,6-dimethyl-4-[(3R)-pyrrolidin-3-yl]piperazine-1-carboxylate C[C@H]1N([C@H](CN(C1)[C@H]1CNCC1)C)C(=O)OC(C)(C)C